(R)-2-(N-hydroxycarbamimidoyl)pyrrolidine-1-carboxylic acid tert-butyl ester C(C)(C)(C)OC(=O)N1[C@H](CCC1)C(NO)=N